(1R*,3S*,4R*)-3-fluoro-1-(2-fluoro-5-(pyrimidin-2-yl)benzyl)-N-methoxy-N-methyl-4-((trifluoromethyl)sulfonamido)cyclopentane-1-carboxamide F[C@H]1C[C@@](C[C@H]1NS(=O)(=O)C(F)(F)F)(C(=O)N(C)OC)CC1=C(C=CC(=C1)C1=NC=CC=N1)F |o1:1,3,5|